tert-butyl {(1S,3R)-2,2-dimethyl-3-[(1S)-1-{[(S)-2-methylpropane-2-sulfinyl]amino}ethyl]cyclobutyl}carbamate CC1([C@H](C[C@H]1[C@H](C)N[S@@](=O)C(C)(C)C)NC(OC(C)(C)C)=O)C